1-(6-chloro-1-(3-(pyridin-3-yl)-1H-indazol-3-yl)ethyl)-3-ethyl-1H-pyrazolo[3,4-d]pyrimidin-4-amine ClC1=CC=C2C(NNC2=C1)(C=1C=NC=CC1)C(C)N1N=C(C=2C1=NC=NC2N)CC